C(=O)(O)C(C)C=1C=C(CN2C[C@@]3([C@@H](N[C@H]([C@@H]3C3=C(C(=CC=C3)Cl)F)C(=O)NC3=C(C=C(C(=O)O)C=C3)OC)CC(C)(C)C)C3=CC=C(C=C23)Cl)C=CC1 4-((2'S,3S,4'S,5'R)-1-(3-(1-carboxyethyl)benzyl)-6-chloro-4'-(3-chloro-2-fluorophenyl)-2'-neopentyl-spiro[indoline-3,3'-pyrrolidine]-5'-carboxamido)-3-methoxybenzoic acid